[1,2,4]triazolo[4,3-a]pyrimidin-6-yl(2,2-dimethylpiperazin-1-yl)methanone N=1N=CN2C1N=CC(=C2)C(=O)N2C(CNCC2)(C)C